5-[3-(4-tert-Butylphenylamino)-2-hydroxypropyl]-1,3,4-oxadiazol-2(3H)-one C(C)(C)(C)C1=CC=C(C=C1)NCC(CC1=NNC(O1)=O)O